6-(trifluoromethyl)pyridine-3-carboxamide FC(C1=CC=C(C=N1)C(=O)N)(F)F